N-[(1S,2S)-2-hydroxy-1-phenylpropyl]acetamide O[C@H]([C@H](C1=CC=CC=C1)NC(C)=O)C